5-(2-cyclohexylidene-ethyl)-5-ethylbarbiturate C1(CCCCC1)=CCC1(C(NC(NC1=O)=O)=O)CC